6-fluoro-7-(2-fluoro-6-hydroxyphenyl)-1-(2-methyl-6-(2-propanyl)phenyl)-4-((2S)-2-methyl-4-(2-propenoyl)-1-piperazinyl)pyrido[2,3-d]pyrimidin-2(1H)-one FC1=CC2=C(N(C(N=C2N2[C@H](CN(CC2)C(C=C)=O)C)=O)C2=C(C=CC=C2C(C)C)C)N=C1C1=C(C=CC=C1O)F